C1(=CC=CC=C1)[C@@H](CC=C)N (R)-1-phenylbut-3-en-1-amine